2-(4-tert-butylpiperazin-1-yl)-6-chloroaniline C(C)(C)(C)N1CCN(CC1)C1=C(N)C(=CC=C1)Cl